NC1=NC(=C(C=2N1C(N(N2)CC=2N=C(OC2C)C)=O)C2=CC(=NC(=C2)C)C)C2=CC=C(C=C2)F 5-amino-2-[(2,5-dimethyloxazol-4-yl)methyl]-8-(2,6-dimethyl-4-pyridinyl)-7-(4-fluorophenyl)-[1,2,4]triazolo[4,3-c]pyrimidin-3-one